CN1C(N(C(C=2C1=NC=NC2)=O)C2CCN(C1=CC=CC=C21)C(C=C)=O)=O 1-methyl-3-(1-prop-2-enoyl-3,4-dihydro-2H-quinolin-4-yl)pyrimido[4,5-d]pyrimidine-2,4-dione